CC12CC3(CC(CC(C1)(C3)C)(C2)C)NC(CN2C(C(=CC=C2)NC([C@H](CCC(C(=O)NC)=O)NC(=O)C2=C(N=C(S2)C(F)(F)F)C)=O)=O)=O (S)-N1-(1-(2-(3,5,7-trimethyl-1-adamantylamino)-2-oxoethyl)-2-oxo-1,2-dihydropyridin-3-yl)-N6-methyl-2-(4-methyl-2-(trifluoromethyl)thiazole-5-carboxamido)-5-oxohexanediamide